(4-(benzyloxy)phenyl)boronic acid C(C1=CC=CC=C1)OC1=CC=C(C=C1)B(O)O